CN1N=CC(=C1)C=1N=C(C=2N(C1)N=CC2)N2C(CCCC2)CNC(C=C)=O N-[[1-[6-(1-methylpyrazol-4-yl)pyrazolo[1,5-a]pyrazin-4-yl]-2-piperidyl]methyl]prop-2-enamide